[Sn]=[Te].[Pb] lead tin telluride